N-(cyclopropylmethyl)-N-(4-phenylbutyl)-1H-imidazole-4-carboxamide C1(CC1)CN(C(=O)C=1N=CNC1)CCCCC1=CC=CC=C1